O[C@H]1C[C@@H](CCC1)C(=O)OCC |o1:1,3| Ethyl (1R*,3R*)-3-hydroxycyclohexane-1-carboxylate